N-((5,6,8,9-tetrahydro-[1,2,4]triazolo[4,3-d][1,4]oxazepin-3-yl)methyl)benzo[d][1,3]dioxol-5-amine N=1N=C(N2CCOCCC21)CNC2=CC1=C(OCO1)C=C2